potassium (2-chloro-6-fluorophenyl)trifluoroborate ClC1=C(C(=CC=C1)F)[B-](F)(F)F.[K+]